[2-(7-Fluoro-4-methoxy-2-methyl-indol-1-yl)-ethyl]-[6-(3-pyrazol-1-yl-phenyl)-pyrimidin-4-yl]-amine FC=1C=CC(=C2C=C(N(C12)CCNC1=NC=NC(=C1)C1=CC(=CC=C1)N1N=CC=C1)C)OC